tert-Butyl 3-(3,5-difluoro-4-(4,4,5,5-tetramethyl-1,3,2-dioxaborolan-2-yl)phenyl)cyclobutylcarbamate FC=1C=C(C=C(C1B1OC(C(O1)(C)C)(C)C)F)C1CC(C1)NC(OC(C)(C)C)=O